NC1=CC(=NN1C(C)(C)C)[C@H]1CC(CC1)=O (R)-3-(5-amino-1-(tert-butyl)-1H-pyrazol-3-yl)cyclopentan-1-one